2-(2-(4-fluoropiperidin-1-yl)-6-methylpyrimidin-4-yl)-5-(4-iodo-2-(6-azaspiro[2.5]oct-6-yl)phenyl)-1,3,4-oxadiazole FC1CCN(CC1)C1=NC(=CC(=N1)C=1OC(=NN1)C1=C(C=C(C=C1)I)N1CCC2(CC2)CC1)C